6-methoxyquinazoline COC=1C=C2C=NC=NC2=CC1